C(C)(C)(C)[SiH](OC[C@@H]1CCC(N1)=O)C (S)-5-(((tert-butylmethylsilyl)oxy)methyl)pyrrolin-2-one